FC(C1=C(CCC2=NNC(=C2)C(=O)O)C=CC=C1)(F)F 3-(2-(trifluoromethyl)phenethyl)-1H-pyrazole-5-carboxylic acid